2-([1-(2-Fluorophenyl)-5-[3-(oxetan-3-yl-methoxy)phenyl]-1H-pyrazol-3-yl]-methoxy)-2-methylpropanoic acid FC1=C(C=CC=C1)N1N=C(C=C1C1=CC(=CC=C1)OCC1COC1)COC(C(=O)O)(C)C